CC1C(C1C)NCC(=O)O 2,3-dimethyl-cyclopropyl-glycine